N1(CCN(CCN(CCC1)CC=1C(=C(C=C(C1)C)CNCC(C(C(C(CO)O)O)O)O)O)CC=1C(=C(C=C(C1)C)CNCC(C(C(C(CO)O)O)O)O)O)CC=1C(=C(C=C(C1)C)CNCC(C(C(C(CO)O)O)O)O)O 6,6',6''-{1,4,7-triazecane-1,4,7-triyltris[methylene(2-hydroxy-5-methyl-3,1-phenylene)methyleneazanediyl]}tri(hexane-1,2,3,4,5-pentol)